(cis)-4-(1-(3-Methoxy-3-oxopropyl)-3-methyl-1H-pyrazol-4-yl)cyclohexanecarboxylic acid COC(CCN1N=C(C(=C1)[C@H]1CC[C@H](CC1)C(=O)O)C)=O